5-(4-bromo-2-(cyclopropylsulfonyl)phenyl)-2-(4-bromophenyl)thiazole BrC1=CC(=C(C=C1)C1=CN=C(S1)C1=CC=C(C=C1)Br)S(=O)(=O)C1CC1